6-bromo-4-(1-(4-fluoro-2,6-dimethylphenyl)ethyl)-1-methyl-1,4-dihydropyrazolo[3',4':4,5]Pyrrolo[3,2-b]Pyridine-3-carboxylic acid methyl ester COC(=O)C1=NN(C2=C1N(C=1C2=NC=C(C1)Br)C(C)C1=C(C=C(C=C1C)F)C)C